C(C1=CC=CC=C1)OC1C(CC1)(O)C (benzyloxy)-1-methylcyclobutanol